ClC=1C=CC=C(C1OC)Cl 3,5-dichloro-4-methoxybenzene